2-(hex-5-yn-1-yloxy)ethan-1-ol C(CCCC#C)OCCO